methyl N-[5-[6-[6-(difluoromethoxy)-3,4-dihydro-2H-quinoline-1-carbonyl]imidazo[1,2-a]pyridin-3-yl]-2-pyridyl]carbamate FC(OC=1C=C2CCCN(C2=CC1)C(=O)C=1C=CC=2N(C1)C(=CN2)C=2C=CC(=NC2)NC(OC)=O)F